tert-Butyl N-(6-chloropyridin-2-yl)carbamate ClC1=CC=CC(=N1)NC(OC(C)(C)C)=O